5-(4-hydroxybutyl)-13,13,15-trimethyl-12,14,16-trioxa-5-aza-13-silahexacosyl (9Z,12Z)-octadeca-9,12-dienoate C(CCCCCCC\C=C/C\C=C/CCCCC)(=O)OCCCCN(CCCCCCO[Si](OC(OCCCCCCCCCC)C)(C)C)CCCCO